N(C)CC(=O)O sarcosine